tert-Butyl (S)-4-(((benzyloxy)carbonyl)amino)-5-oxo-5-(phenylamino)pentanoate C(C1=CC=CC=C1)OC(=O)N[C@@H](CCC(=O)OC(C)(C)C)C(NC1=CC=CC=C1)=O